5-[5-[[1-[2-(aminomethyl)-3,3-difluoro-allyl]-5-oxo-1,2,4-triazol-4-yl]methyl]-2-thienyl]-1-isopropyl-pyridin-2-one NCC(CN1N=CN(C1=O)CC1=CC=C(S1)C=1C=CC(N(C1)C(C)C)=O)=C(F)F